4-((2-Chloropyridin-3-yl)(hydroxy)methyl)-1-(cyclopropylmethyl)-1H-pyrazole-3-carbonitrile ClC1=NC=CC=C1C(C=1C(=NN(C1)CC1CC1)C#N)O